7-((tert-Butyldiphenylsilyl)oxy)-2-ethoxyhept-1-en-3-one [Si](C1=CC=CC=C1)(C1=CC=CC=C1)(C(C)(C)C)OCCCCC(C(=C)OCC)=O